NC1=CC(=C(C=C1)C=1C(=C(NC1C)C(=O)N)C1=CC(=C(C=C1)C(NCC(C)C)=O)OC([2H])([2H])[2H])C 4-(4-amino-2-methyl-phenyl)-3-(4-(isobutylcarbamoyl)-3-(methoxy-d3)phenyl)-5-methyl-1H-pyrrole-2-carboxamide